(9H-fluoren-9-yl)methyl ((S)-3-methyl-1-(((S)-1-((4-((((4-nitrophenoxy)carbonyl)oxy)methyl)phenyl)amino)-1-oxopropan-2-yl)amino)-1-oxobutan-2-yl)carbamate CC([C@@H](C(=O)N[C@H](C(=O)NC1=CC=C(C=C1)COC(=O)OC1=CC=C(C=C1)[N+](=O)[O-])C)NC(OCC1C2=CC=CC=C2C=2C=CC=CC12)=O)C